CC1(NCC[C@@H](C1)C1=CC=CC=2N(C(N(C21)C)=O)C2C(NC(CC2)=O)=O)C 3-[4-[(4S)-2,2-Dimethyl-4-piperidyl]-3-methyl-2-oxo-benzimidazol-1-yl]piperidine-2,6-dione